2-tert-butyl 3-ethyl 5-[(tert-butyldiphenylsilyl) oxy]-2-azabicyclo[2.2.1]heptane-2,3-dicarboxylate [Si](C1=CC=CC=C1)(C1=CC=CC=C1)(C(C)(C)C)OC1C2C(N(C(C1)C2)C(=O)OC(C)(C)C)C(=O)OCC